1-(2-(4-fluorophenyl)-3-(2-methylpyridin-4-yl)-6,7-dihydropyrazolo[1,5-a]pyrazin-5(4H)-yl)-2,2-dimethylpropan-1-one FC1=CC=C(C=C1)C1=NN2C(CN(CC2)C(C(C)(C)C)=O)=C1C1=CC(=NC=C1)C